CN1CCN(CC1)C1=CC=C(C=C1)NC(=O)C=1C(NC=CC1NC=1C=C2C(NCC2=CC1)=O)=O N-(4-(4-Methylpiperazin-1-yl)phenyl)-2-oxo-4-((3-oxoisoindolin-5-yl)amino)-1,2-dihydropyridine-3-carboxamide